C1N(CC12CCNCC2)C=2C=C1CN(C(C1=CC2)=O)C2C(NC(CC2)=O)=O 3-[5-(2,7-diazaspiro[3.5]nonan-2-yl)-1-oxo-isoindolin-2-yl]piperidine-2,6-dione